C(C1=CC=CC=C1)(C1=CC=CC=C1)(C1=CC=CC=C1)N[C@H](C(=O)OC)CC(=O)OC dimethyl (2S)-2-(tritylamino)butanedioate